2-(5-bromo-3-chloro-6-methyl-2-pyridyl)-2-methyl-propan-1-ol BrC=1C=C(C(=NC1C)C(CO)(C)C)Cl